C(C)[C@@H]1C[C@@H]2[C@@H]3[C@@H](OC4=C3C=CC=C4OC)[C@H]1C2 (1S,3R,4S,4aS,9bS)-3-Ethyl-6-Methoxy-1,2,3,4,4a,9b-Hexahydro-1,4-methanodibenzo[b,d]furan